5-(1-methylcyclopropoxy)-3-[6-[(3S)-3-methyl-4-[2-(4-piperidinyloxy)ethyl]Piperazin-1-yl]Pyrimidin-4-yl]-1H-indazole CC1(CC1)OC=1C=C2C(=NNC2=CC1)C1=NC=NC(=C1)N1C[C@@H](N(CC1)CCOC1CCNCC1)C